methyl (R)-2-((tert-butoxy carbonyl)amino)-3-iodopropanoate C(C)(C)(C)OC(=O)N[C@H](C(=O)OC)CI